2-Methyl-6-(tetrahydrofuran-3-yl)-3,6,7,8-tetrahydro-4H-pyrrolo[2,3-g]quinazolin-4-one CC1=NC2=CC3=C(C=C2C(N1)=O)N(CC3)C3COCC3